Cl.O[C@H](COC1=C(C=CC=C1)CCC(=O)OCC)CNC(C)C ethyl (S)-3-(2-(2-hydroxy-3-(isopropylamino)propoxy)phenyl)propanoate hydrochloride